N1=CN=C(C2=C1NC=C2)C=2C=NN(C2)C2(CC1C(CN(C1)C(=O)NC1CC1)C2)CC#N 5-(4-(7H-pyrrolo[2,3-d]pyrimidin-4-yl)-1H-pyrazol-1-yl)-5-(cyanomethyl)-N-cyclopropylhexahydrocyclopenta[c]pyrrole-2(1H)-carboxamide